NCCC(O)CN 2-aminoethyl-ethanolamine